[OH-].C(C=C)[NH+](CC=C)CC=C diallyl-allylammonium hydroxide